Methyl (3s,6s,7as,8br)-6-((tert-butoxycarbonyl) amino)-5-oxo-decahydro-cyclopropa[c]pyrrolo[1,2-a]azepine-3-carboxylate C(C)(C)(C)OC(=O)N[C@H]1C[C@H]2C([C@@H]3N(C1=O)[C@@H](CC3)C(=O)OC)C2